7-[(2S,4R)-2-(1-cyclopropyl-6-keto-3-pyridyl)tetrahydropyran-4-yl]-9-(4,4-difluorocyclohexyl)-2,3-dimethyl-pyrimido[1,2-b]pyridazin-4-one C1(CC1)N1C=C(C=CC1=O)[C@H]1OCC[C@H](C1)C=1C=C(C=2N(N1)C(C(=C(N2)C)C)=O)C2CCC(CC2)(F)F